1-(4-chlorothiazol-2-yl)cyclopropanecarbonitrile ClC=1N=C(SC1)C1(CC1)C#N